ClC1=CC=C(C=C1)C(C(N1CC2(C3=CC=C(C=C13)OC(F)(F)F)CC2)=O)NC=2C=C(C=C(C2)OC)C(C)=NOC2CC(C2)C(=O)O 3-(((1-(3-((1-(4-chlorophenyl)-2-oxo-2-(6'-(trifluoromethoxy)spiro[cyclopropane-1,3'-indolin]-1'-yl)ethyl)amino)-5-methoxyphenyl)ethylidene)amino)oxy)cyclobutane-1-carboxylic acid